(R)-1-(6-ethynylpyridin-2-yl)-3-(2-hydroxy-1-(4-(6-(pyrrolidin-1-yl)pyridin-2-yl)-phenyl)ethyl)urea C(#C)C1=CC=CC(=N1)NC(=O)N[C@@H](CO)C1=CC=C(C=C1)C1=NC(=CC=C1)N1CCCC1